(2,4-dichlorophenyl)formaldehyde ClC1=C(C=CC(=C1)Cl)C=O